C(C)(C)(C)OC(=O)NCCOCCCCCCC(=O)OC methyl 7-(2-{[(tert-butoxy)carbonyl]-amino}ethoxy)heptanoate